2-(4-((4-(cyclobutylamino)-5-(trifluoromethyl)pyrimidin-2-yl)amino)-1H-indazol-1-yl)-2-methylpropanenitrile C1(CCC1)NC1=NC(=NC=C1C(F)(F)F)NC1=C2C=NN(C2=CC=C1)C(C#N)(C)C